4-(6-bromo-7-(3,5-dimethylisoxazol-4-yl)-9H-carbazol-3-yl)-5,6-dihydropyridine-1(2H)-carboxylic acid tert-butyl ester C(C)(C)(C)OC(=O)N1CC=C(CC1)C=1C=CC=2NC3=CC(=C(C=C3C2C1)Br)C=1C(=NOC1C)C